6-methoxy-3-(4-(trifluoromethyl)-phenyl)benzothiazol-2(3H)-one COC1=CC2=C(N(C(S2)=O)C2=CC=C(C=C2)C(F)(F)F)C=C1